FC=1C(=CC=C2C(=NC(=NC12)OC[C@H]1N(CCC1)C)N1CC2CCC(C1)N2C(=O)OC(C)(C)C)C2=CC(=CC1=CC=CC=C21)O tert-butyl 3-[8-fluoro-7-(3-hydroxy-1-naphthyl)-2-[[(2S)-1-methylpyrrolidin-2-yl]methoxy]quinazolin-4-yl]-3,8-diazabicyclo[3.2.1]octane-8-carboxylate